C1(C=CC(N1N(C(CC)=O)C(COCCOCCOCCO)O)=O)=O (N-maleimidopropionamido)tetraethyleneglycol